CC([SiH](C)[Zr](C1CCC2CC=CC=C12)C1CCC2CC=CC=C12)C rac-dimethyl-dimethylsilyl-bis(tetrahydroindenyl)zirconium